N1CC(=C2OCC=CN21)C(=O)N dihydro-5H-pyrazolo[5,1-b][1,3]oxazine-3-carboxamide